(S)-5-(2-chlorophenoxy)-3-((1-(2-fluorophenyl)ethyl)amino)-7-methyl-4H-benzo[e][1,2,4]thiadiazine 1,1-dioxide ClC1=C(OC2=CC(=CC3=C2NC(=NS3(=O)=O)N[C@@H](C)C3=C(C=CC=C3)F)C)C=CC=C1